N-[(1s,4s)-4-(2-Bromopropanoyl)cyclohexyl]propenamide BrC(C(=O)C1CCC(CC1)NC(C=C)=O)C